copper-nickel-cadmium [Cd].[Ni].[Cu]